BrC=1C(=NC(=NC1)NC=1C(=NN(C1)C1CN(CC1)C)C)NCCCN1CCOCCC1=O 4-(3-((5-Bromo-2-((3-methyl-1-(1-methylpyrrolidin-3-yl)-1H-pyrazol-4-yl)amino)pyrimidin-4-yl)amino)propyl)-1,4-oxazepan-5-on